3-(3-methoxyphenyl)-6-{4-[4-(propan-2-yl)piperazin-1-yl]phenyl}-1,2-dihydro-quinolin-2-one COC=1C=C(C=CC1)C=1C(NC2=CC=C(C=C2C1)C1=CC=C(C=C1)N1CCN(CC1)C(C)C)=O